FC1(CCC(CC1)CN1N=C(C(=C1C(=O)NC1=CC(=CC=C1)S(N)(=O)=O)C)C(F)F)F 1-((4,4-difluorocyclohexyl)methyl)-3-(difluoromethyl)-4-methyl-N-(3-sulfamoylphenyl)-1H-pyrazole-5-carboxamide